tert-butyl 4-(3-amino-4-pyridyl)piperazine-1-carboxylate NC=1C=NC=CC1N1CCN(CC1)C(=O)OC(C)(C)C